N1=C(C=CC(=C1)N)C1=CC=NC=C1 [2,4'-bipyridine]-5-amine